1-(2-oxo-4-(o-tolyl)-2H-pyrano[2,3-b]pyridin-7-yl)pyrrolidine-2-carboxylic acid O=C1C=C(C=2C(=NC(=CC2)N2C(CCC2)C(=O)O)O1)C1=C(C=CC=C1)C